4-amino-N-(4-(5-fluorobenzo[d]oxazol-2-ylamino)phenyl)butanamide NCCCC(=O)NC1=CC=C(C=C1)NC=1OC2=C(N1)C=C(C=C2)F